4-aminopentanoate HCl Cl.NC(CCC(=O)O)C